2-cyano-3,3-diphenyl-2-propenoic acid C(#N)C(C(=O)O)=C(C1=CC=CC=C1)C1=CC=CC=C1